FC(C=1C=C(C=CC1F)C=1C=C2C(=NC1)C=NN2C[C@@H]2CC(N(C2)C)=O)F (R)-4-[[6-[3-(Difluoromethyl)-4-fluoro-phenyl]pyrazolo[4,3-b]pyridin-1-yl]methyl]-1-methyl-pyrrolidin-2-one